C1(CC(C(CC1)C(C)(C)O)O)C cis-Menthane-3,8-diol